3-(pyridin-2-ylamino)benzaldehyde N1=C(C=CC=C1)NC=1C=C(C=O)C=CC1